N1(N=NN=C1)C(C)C=1C(=C(C(=C2C=NNC12)C=1C=CC=2N(C1)C=C(N2)NC(=O)[C@H]2[C@H](C2)F)Cl)F (1S,2S)-N-(6-(7-(1-(1H-tetrazol-1-yl)ethyl)-5-chloro-6-fluoro-1H-indazol-4-yl)imidazo[1,2-a]pyridin-2-yl)-2-fluorocyclopropane-1-carboxamide